CC=1OC(=CN1)[N+](=O)[O-] 2-methyl-5-nitrooxazole